4-((tert-butoxycarbonyl)amino)-4-methylpentane C(C)(C)(C)OC(=O)NC(CCC)(C)C